C(C1=CC=CC=C1)OC1=NC(=CC=C1C1=CC(=C(C=C1)C=1CCN(CC1)C(=O)OC(C)(C)C)F)OCC1=CC=CC=C1 tert-butyl 4-[4-(2,6-dibenzyloxy-3-pyridyl)-2-fluoro-phenyl]-3,6-dihydro-2H-pyridine-1-carboxylate